ClC1=CC=C(OCC(=O)NC23CC(C2)(C3)N=C=S)C=C1 2-(4-chlorophenoxy)-N-(3-isothiocyanatobicyclo[1.1.1]pentan-1-yl)acetamide